CC(C)(C)OC(NC=1SC2=C(C1)C=CC(=C2)Br)=O (6-bromo-1-benzothien-2-yl)carbamic acid 1,1-dimethylethyl ester